Ethyl (E)-3-hydroxy-2-(7-methoxy-1-oxo-3-(pyridin-2-yl)-1H-isochromen-4-yl)but-2-enoate O/C(=C(/C(=O)OCC)\C1=C(OC(C2=CC(=CC=C12)OC)=O)C1=NC=CC=C1)/C